di-sodium lauryl sulphosuccinate S(=O)(=O)(O)C(C(=O)OCCCCCCCCCCCC)CC(=O)[O-].[Na+].[Na+].C(CCCCCCCCCCC)OC(C(CC(=O)[O-])S(=O)(=O)O)=O